trans-4-[tert-butyl(diphenyl)silyl]oxycyclohexanecarboxamide [Si](C1=CC=CC=C1)(C1=CC=CC=C1)(C(C)(C)C)O[C@@H]1CC[C@H](CC1)C(=O)N